FC=1C(=CC(=NC1)OC)C1=C(C=2CCC2C=C1)O 3-(5-fluoro-2-methoxypyridin-4-yl)bicyclo[4.2.0]oct-1(6),2,4-trien-2-ol